2-(2-Amino-4-fluorophenyl)-4-chloro-N-(5-chloro-6-(2H-1,2,3-triazol-2-yl)pyridin-3-yl)pyrimidine-5-formamide NC1=C(C=CC(=C1)F)C1=NC=C(C(=N1)Cl)C(=O)NC=1C=NC(=C(C1)Cl)N1N=CC=N1